ClC1=NC(=C2C(=N1)N(N=C2)[C@H]2[C@@H]([C@@H]([C@H](O2)CO[C@](CS(=O)(=O)C)(C)P(O)(O)=O)O)O)NC2CCCC2 ((R)-2-(((2R,3S,4R,5R)-5-(6-chloro-4-(cyclopentylamino)-1H-pyrazolo[3,4-d]pyrimidin-1-yl)-3,4-dihydroxytetrahydrofuran-2-yl)methoxy)-1-(methylsulfonyl)propan-2-yl)phosphonic acid